2,2-dimethyl-5-(2-methylbutanoyl)-1,3-dioxane-4,6-dione CC1(OC(C(C(O1)=O)C(C(CC)C)=O)=O)C